2,4,6-triisopropylphenyl-magnesium bromide C(C)(C)C1=C(C(=CC(=C1)C(C)C)C(C)C)[Mg]Br